[C@H]1([C@H](CCCC1)N)N (1S,2S)-(+)-cyclohexane-1,2-diamine